C(C)(=O)C=1C=CC(=NC1)N1C[C@H](N(CC1)C(=O)OC(C)(C)C)CC |r| (±)-Tert-butyl 4-(5-acetyl-2-pyridyl)-2-ethyl-piperazine-1-carboxylate